CN1C2=C(OCCC1=O)C=CC(=C2)C(=O)O 5-methyl-4-oxo-2,3,4,5-tetrahydrobenzo[b][1,4]oxazepin-7-carboxylic acid